C(C)(=O)C1=C(C=C(C=C1)CCCCCC(C)C)C1C(OC2=C1C=C(C=C2)CCCCCC(C)C)=O 3-(2-acetyl-5-isooctylphenyl)-5-isooctyl-benzofuran-2-one